(2S,4S)-4-(4-acetyl-1-piperazinyl)-N-[(1R)-1-[3,5-bis(trifluoromethyl)phenyl]ethyl]-2-(4-fluoro-2-methylphenyl)-N-methyl-1-piperidinecarboxamide C(C)(=O)N1CCN(CC1)[C@@H]1C[C@H](N(CC1)C(=O)N(C)[C@H](C)C1=CC(=CC(=C1)C(F)(F)F)C(F)(F)F)C1=C(C=C(C=C1)F)C